N-(4-((benzyloxy)methyl)-3-fluorophenyl)-2-bromoisonicotinamide C(C1=CC=CC=C1)OCC1=C(C=C(C=C1)NC(C1=CC(=NC=C1)Br)=O)F